1-(1-(6-chloro-1-(pyridin-3-yl)-1H-indazol-3-yl)-2-methylpropyl)-3-methyl-1H-pyrazolo[3,4-d]pyrimidin-4-amine ClC1=CC=C2C(=NN(C2=C1)C=1C=NC=CC1)C(C(C)C)N1N=C(C=2C1=NC=NC2N)C